N-ethyl-methylamine C(C)NC